FC1=NNC2=C(C=C(C=C12)C=O)S(=O)(=O)N1[C@@H](CC1)C(=O)NC1=CC(N(C=C1)C)=O (S)-1-((3-fluoro-5-formyl-1H-indazol-7-yl)sulfonyl)-N-(1-methyl-2-oxo-1,2-dihydropyridin-4-yl)azetidine-2-carboxamide